C(C)(=O)O[C@@H]1CN(CC[C@H]1NC1=NN2C(C=N1)=C(N=C2C(C)C)C(F)(F)F)C(=O)OC(C)(C)C tert-butyl (3R,4R)-3-(acetyloxy)-4-{[7-isopropyl-5-(trifluoromethyl)imidazo[4,3-f][1,2,4]triazin-2-yl]amino}piperidine-1-carboxylate